C(CCCCCCCC)(=O)OSC1=NC(=NC(=N1)NCCN1CCN(CC1)C)SCCCCCCCCCCCCCCCCCC ((4-((2-(4-methylpiperazin-1-yl) ethyl) amino)-6-(octadecylthio)-1,3,5-triazin-2-yl) thio) nonanoate